5-Amino-3-(5-(aminomethyl)-5-hydroxyoctahydropentalen-2-yl)-N-(3-chloro-4-fluorophenyl)-1-methyl-1H-pyrazole-4-carboxamide NC1=C(C(=NN1C)C1CC2CC(CC2C1)(O)CN)C(=O)NC1=CC(=C(C=C1)F)Cl